CC(C=O)=CCC1=C(CCCC1(C)C)C methyl-4-(2,6,6-trimethyl-1-cyclohexen-1-yl)-2-butenal